CC(C#CC(=O)O)(C)C 4,4-dimethylpent-2-ynoic acid